CC(CC1=CC=CC=C1)(C)OC(=O)N[C@@H](CC(C)C)C(=O)O (((2-methyl-1-phenylpropan-2-yl)oxy)carbonyl)-L-leucine